tert-butyl (R)-2-(cyanomethyl)piperazine-1-carboxylate C(#N)C[C@H]1N(CCNC1)C(=O)OC(C)(C)C